COC(C1=C(C=CC(=C1)N1CC(C1)N1CCC(CC1)F)C)=O 5-(3-(4-fluoropiperidin-1-yl)azetidin-1-yl)-2-methylbenzoic acid methyl ester